FC(F)(F)S(=O)(=O)[O-].[Al+3].FC(F)(F)S(=O)(=O)[O-].FC(F)(F)S(=O)(=O)[O-] aluminum (trifluoromethyl)sulfonate